OC1=C(C=C(C=C1O)O)C=CC1=CC=C(C=C1)O 2,3,5,4'-tetrahydroxy-stilbene